C(C=CC1=CC=CC=C1)[Pd-2](Cl)=C1N(C=C2N1C(=CC=C2)C2=C(C=C(C=C2C)C)C)C2=C(C=C(C=C2C)C)C cinnamyl-[2,5-dimesitylimidazo[1,5-a]pyridin-3-ylidene]chloropalladium(II)